4-(difluoromethyl)-N-[4-fluoro-5-[3-fluoro-4-(methylcarbamoyl)phenyl]-2-[(3R)-3,4-dimethylpiperazin-1-yl]phenyl]-1-methyl-6-oxopyridine-3-carboxamide FC(C=1C(=CN(C(C1)=O)C)C(=O)NC1=C(C=C(C(=C1)C1=CC(=C(C=C1)C(NC)=O)F)F)N1C[C@H](N(CC1)C)C)F